1,2-bis(dicyclohexylphosphino)butane C1(CCCCC1)P(CC(CC)P(C1CCCCC1)C1CCCCC1)C1CCCCC1